[(1S,2S)-2-(3,5-dichloro-2-pyridyl)-1-methyl-propyl] (2S)-2-[(4-methoxy-3-propanoyloxy-pyridine-2-carbonyl)amino]propanoate COC1=C(C(=NC=C1)C(=O)N[C@H](C(=O)O[C@H]([C@@H](C)C1=NC=C(C=C1Cl)Cl)C)C)OC(CC)=O